butyryl-piperazine C(CCC)(=O)N1CCNCC1